diisopropylethyl-Amylamine C(C)(C)C(CCCCNCC)C(C)C